NC1=NC=CC=C1C1=NC=2C(=NC(=CC2)C2=CC(=CC=C2)OC)N1C1=CC=C(CN2CCC(CC2)NC2=NC(=NC=C2)C#N)C=C1 4-((1-(4-(2-(2-Aminopyridin-3-yl)-5-(3-methoxyphenyl)-3H-imidazo[4,5-b]pyridin-3-yl)benzyl)piperidin-4-yl)amino)pyrimidine-2-carbonitrile